CC1CC2=C(NC3=CC=CC=C23)CN1CC1COC1 3-methyl-2-(oxetan-3-ylmethyl)-2,3,4,9-tetrahydro-1H-pyrido[3,4-b]indole